2-[[5-(3-Bromophenyl)-2-furanyl]methylene]-5-chloro-3(2H)-benzofuranone BrC=1C=C(C=CC1)C1=CC=C(O1)C=C1OC2=C(C1=O)C=C(C=C2)Cl